C(C)(C)N(CCO)C 2-(isopropyl-(methyl)amino)-1-ethanol